4,4-dimethyl-bipyridine CC1(CC(=NC=C1)C1=NC=CC=C1)C